C(C1=CC=CC=C1)C1CCN(CC1)CCNC(=O)C=1NC2=CC=C(C=C2C1)C(=O)N N2-(2-(4-benzylpiperidin-1-yl)ethyl)-1H-indol-2,5-dicarboxamide